N-(4-((R)-3-((S) or (R)-3-(3-chlorophenyl)-2,2-dimethylpyrrolidin-1-yl)-2-hydroxypropoxy)phenyl)-N-methylmethanesulfonamide ClC=1C=C(C=CC1)[C@H]1C(N(CC1)C[C@H](COC1=CC=C(C=C1)N(S(=O)(=O)C)C)O)(C)C |o1:7|